(E)-N-(2-butoxyphenyl)-N-ethyl-3-(4-methoxyphenyl)acrylamide C(CCC)OC1=C(C=CC=C1)N(C(\C=C\C1=CC=C(C=C1)OC)=O)CC